COC(=O)C1CCC=2C1=NC(=CC2)Cl.OC2=CC(OC1=CC(=CC=C21)C)=O 4-hydroxyl-7-methyl-coumarin methyl-2-chloro-6,7-dihydro-5H-cyclopenta[b]pyridine-7-carboxylate